NCC1(CCN(CC1)C1=CN=C2C(=N1)NN=C2C2=C1CCCNC1=NC=C2)C 4-(aminomethyl)-1-(3-(1,2,3,4-tetrahydro-1,8-naphthyridin-5-yl)-1H-pyrazolo[3,4-b]pyrazin-6-yl)-4-methylpiperidine